Cl.Cl.ClC=1C=C(C(=C(C1)C1=NC=NN2C1=CC(=C2)CN2C(C1C(C1C2=O)(C)C)=O)NCC2CCNCC2)C 3-((4-(5-chloro-3-methyl-2-((piperidin-4-ylmethyl)amino)phenyl)pyrrolo[2,1-f][1,2,4]triazin-6-yl)methyl)-6,6-dimethyl-3-azabicyclo[3.1.0]hexane-2,4-dione dihydrochloride